tert-butyl (2-(2,2-difluoroethyl)-3-fluoro-4-(6-(1-methyl-1H-pyrazol-4-yl)pyrrolo[2,1-f][1,2,4]triazin-4-yl)benzyl)carbamate FC(CC1=C(CNC(OC(C)(C)C)=O)C=CC(=C1F)C1=NC=NN2C1=CC(=C2)C=2C=NN(C2)C)F